P(O)(=O)(OP(=O)(O)OP(=O)(O)O)OC[C@@H]1[C@H]([C@H]([C@@H](O1)C1=C(NC(=O)NC1=O)OCC)O)O 6-ethoxy-pseudouridine triphosphate